FC1=CC=C(C=C1)C1CN(C1)C1=CC(=C2C(=N1)CC[S@]2=O)N[C@H]2CN(CCC2)C(=O)OC Methyl (3R)-3-[[(1R)-5-[3-(4-fluorophenyl)azetidin-1-yl]-1-oxido-2,3-dihydrothieno[3,2-b]pyridin-7-yl]amino]piperidine-1-carboxylate